2-(3-fluoro-5-methoxy-phenyl)oxazole-5-carboxylic acid FC=1C=C(C=C(C1)OC)C=1OC(=CN1)C(=O)O